(2Z)-butenoic acid C(\C=C/C)(=O)O